3-bromophenyl-methylsulfone BrC=1C=C(C=CC1)CS(=O)(=O)CC1=CC(=CC=C1)Br